5-(2,4-difluoro-phenyl)-4-fluoro-isoxazole-3-carboxylic acid ethyl ester C(C)OC(=O)C1=NOC(=C1F)C1=C(C=C(C=C1)F)F